2-(3,3-dimethylbutanoylamino)-4-[4-phenylbutyl-[4-(5,6,7,8-tetrahydro-1,8-naphthyridin-2-yl)butyl]amino]butanoic acid CC(CC(=O)NC(C(=O)O)CCN(CCCCC1=NC=2NCCCC2C=C1)CCCCC1=CC=CC=C1)(C)C